3-Chloro-1-methoxy-6-methylphenazine ClC=1C=C(C2=NC3=CC=CC(=C3N=C2C1)C)OC